C(C)OC(=O)C1=CC2=C(S1)C(C(CC2)=CN(C)C)=O 6-((dimethylamino)methylene)-7-oxo-4,5,6,7-tetrahydrobenzo[b]thiophene-2-carboxylic acid ethyl ester